3-(5-pyrimidinyl)urea N1=CN=CC(=C1)NC(N)=O